1-(2-ethyl-6-(5-(hydroxymethyl)-1-methyl-1H-1,2,3-triazol-4-yl) pyridin-3-yl) acetate C(C)(=O)OC=1C(=NC(=CC1)C=1N=NN(C1CO)C)CC